2-((S)-1-Acryloyl-4-((S)-7-(7-fluoroindolin-1-yl)-2-(((S)-1-methylpyrrolidin-2-yl)methoxy)-5,6,7,8-tetrahydroquinazolin-4-yl)piperazin-2-yl)acetonitrile C(C=C)(=O)N1[C@H](CN(CC1)C1=NC(=NC=2C[C@H](CCC12)N1CCC2=CC=CC(=C12)F)OC[C@H]1N(CCC1)C)CC#N